1-(3-((4-((2,4-dichlorophenyl)amino)-7-methoxyquinazolin-6-yl)oxy)azetidin-1-yl)prop-2-en-1-one ClC1=C(C=CC(=C1)Cl)NC1=NC=NC2=CC(=C(C=C12)OC1CN(C1)C(C=C)=O)OC